2-amino-3-methyl-N-((5,6,7,8-tetrahydroimidazo[1,2-a]pyridin-7-yl)methyl)-N-((5-(trifluoromethyl)pyridin-2-yl)methyl)quinoline-6-carboxamide NC1=NC2=CC=C(C=C2C=C1C)C(=O)N(CC1=NC=C(C=C1)C(F)(F)F)CC1CC=2N(CC1)C=CN2